C(C)(CC)C1=CN=CC(=N1)B(O)O 6-SEC-BUTYLPYRAZIN-2-YLBORONIC ACID